ClC1=C(OCC=2C(=C(C=CC2)C=2C(=C(C=CC2)C2=CC=C(C=C2)OCCN(C(OC(C)(C)C)=O)CCO)C)C)C=C(C(=C1)C=O)OCC=1C=NC=C(C1)C#N tert-butyl (2-((3''-((2-chloro-5-((5-cyanopyridin-3-yl)methoxy)-4-formylphenoxy)methyl)-2',2''-dimethyl-[1,1':3',1''-terphenyl]-4-yl)oxy)ethyl)(2-hydroxyethyl)carbamate